FC(C1=CC=C(C=N1)C1(CCNCC1)O)(F)F 4-[6-(Trifluoromethyl)pyridin-3-yl]piperidin-4-ol